CC1=NNC2=NC=CC=C21 methylpyrazolo[3,4-b]pyridin